C1(CCCCC1)C[C@H](C(=O)N[C@@H](C[C@@H]1C(NCC1)=O)C(CO)=O)NC(=O)C1(C2=CC=CC=C2C=2C=CC=CC12)NC(C(F)(F)F)=O N-((R)-3-cyclohexyl-1-(((S)-4-hydroxy-3-oxo-1-((R)-2-oxopyrrolidin-3-yl)butan-2-yl)amino)-1-oxopropan-2-yl)-9-(2,2,2-trifluoroacetamido)-9H-fluorene-9-carboxamide